C(#N)C1=CC=CC(=N1)NC(=O)N1CCC2(CC1)CCC(CC2)N(C=2C1=C(N=CN2)NC=C1)C N-(6-Cyanopyridin-2-yl)-9-(methyl(7H-pyrrolo[2,3-d]pyrimidin-4-yl)amino)-3-azaspiro[5.5]undecan-3-carboxamid